ClC=1C(=NC(=NC1)NC1=C(C=C2CCNCC2=C1)OC)N1CC(C2=CC=CC=C12)(C)CC(=O)O 2-(1-(5-Chloro-2-((6-methoxy-1,2,3,4-tetrahydroisoquinolin-7-yl)amino)pyrimidin-4-yl)-3-methylindolin-3-yl)acetic acid